F[C@H]1[C@H](CC1)NC1=NN2C=NC(=CC2=N1)C=1C=NNC1 N-((1S,2R)-2-fluorocyclobutyl)-7-(1H-pyrazol-4-yl)-[1,2,4]triazolo[1,5-c]pyrimidin-2-amine